[1,5]benzoxazepine O1C=CC=NC2=C1C=CC=C2